1,3,5-trimethyl-tris(3,5-di-t-butyl-4-hydroxybenzyl)benzene CC1=C(C(=C(C(=C1CC1=CC(=C(C(=C1)C(C)(C)C)O)C(C)(C)C)C)CC1=CC(=C(C(=C1)C(C)(C)C)O)C(C)(C)C)C)CC1=CC(=C(C(=C1)C(C)(C)C)O)C(C)(C)C